(6-methyl-1,3-dihydroisobenzofuran-5-yl)methanol aluminum [Al].CC1=C(C=C2COCC2=C1)CO